BrC=1C=2C(N=C3N(C2C=CC1)C1=CC(=CC=C1C31CCCCC1)C1CCN(CC1)CC1CCN(CC1)C=1C=C3C(N(C(C3=CC1)=O)C1C(NC(CC1)=O)=O)=O)=O 5-(4-((4-(4'-bromo-5'-oxo-5'H-spiro[cyclohexane-1,7'-indolo[1,2-a]quinazolin]-10'-yl)piperidin-1-yl)methyl)piperidin-1-yl)-2-(2,6-dioxopiperidin-3-yl)isoindoline-1,3-dione